COC1=C(C=C2C(=N1)CCSC2)C2CCN(CC2)C(=O)OC(C)(C)C tert-butyl 4-(2-methoxy-7,8-dihydro-5H-thiopyrano[4,3-b]pyridin-3-yl)piperidine-1-carboxylate